2-(6-(4-((6-methoxypyridin-3-yl)methyl)-1,4-diazepan-1-yl)pyridin-3-yl)-N-(5-methyl-1H-pyrazol-3-yl)quinazolin-4-amine COC1=CC=C(C=N1)CN1CCN(CCC1)C1=CC=C(C=N1)C1=NC2=CC=CC=C2C(=N1)NC1=NNC(=C1)C